1,4,5,5-tetramethylcyclopent-1-en CC1=CCC(C1(C)C)C